2,4,6-trimethoxybenzylamine COC1=C(CN)C(=CC(=C1)OC)OC